indolylhydrazine N1C(=CC2=CC=CC=C12)NN